COC(=O)C=1C=NN(C1C)C1OCCCC1 5-methyl-1-(tetrahydro-2H-pyran-2-yl)-1H-pyrazole-4-carboxylic acid methyl ester